[Br-].S1C(=CC=C1)CCN 2-thiopheneethylamine bromide salt